2-methyl-N-(2-(methyl(piperidin-4-yl)amino)pyrimidin-5-yl)-4,6-dihydro-5H-pyrrolo[3,4-d]oxazole-5-carboxamide CC=1OC2=C(N1)CN(C2)C(=O)NC=2C=NC(=NC2)N(C2CCNCC2)C